FC1=C(C(=O)O)C(=CC(=C1)C1=NC2=C(C=NC=C2)N1)O 2-fluoro-6-hydroxy-4-(3H-imidazo[4,5-c]pyridin-2-yl)benzoic acid